ClC=1C=C(C=CC1)C#C\C=C/1\C(CN(CC1)C(=O)C1=CN=C2COCCN21)(C)C {(4E)-4-[3-(3-chlorophenyl)prop-2-yn-1-ylidene]-3,3-dimethylpiperidin-1-yl}(5,6-dihydro-8H-imidazo[2,1-c][1,4]oxazin-3-yl)methanone